2-amino-3-(2,3-dichlorophenyl)-N-methoxy-propanamide NC(C(=O)NOC)CC1=C(C(=CC=C1)Cl)Cl